2-[4-(methoxymethyl)phenyl]ethanol COCC1=CC=C(C=C1)CCO